C(#N)C1=CC=C(C=C1)C(CN[C@H](C(=O)NC1=NC=C(C=C1)C=1C(=NNC1C)C)C1=CC=CC=C1)C (S)-2-((2-(4-cyano-phenyl)propyl)-amino)-N-(5-(3,5-dimethyl-1H-pyrazol-4-yl)-pyridin-2-yl)-2-phenylacetamide